4-((4-(2-fluorophenyl)-6-oxopyrimidin-1(6H)-yl)methyl)-4-hydroxypiperidine-1-carboxylic acid tert-butyl ester C(C)(C)(C)OC(=O)N1CCC(CC1)(O)CN1C=NC(=CC1=O)C1=C(C=CC=C1)F